FC(C1=C(C=CC=C1)S(=O)(=O)ON1C(=O)C2C3C=CC(C2C1=O)C3)(F)F N-(2-trifluoromethylbenzenesulfonyloxy)bicyclo[2.2.1]-hept-5-ene-2,3-dicarboximide